C1=CC=C(C(=C1)[N+](=O)[O-])F 2-Fluoronitrobenzene